BrC1=C(C=C(C=C1)NC(OC(C)C)=O)S(=O)(=O)C(C)(C)C isopropyl N-(4-bromo-3-tert-butylsulfonyl-phenyl)carbamate